1-(azetidin-3-yl)-N-(5-fluoro-1H-indol-3-yl)-6-(trifluoromethyl)indole-3-carboxamide N1CC(C1)N1C=C(C2=CC=C(C=C12)C(F)(F)F)C(=O)NC1=CNC2=CC=C(C=C12)F